S1N=C(N=C1)N1CCN(CC1)CC1=CC=C(CNC2=C3C(N(C(C3=CC=C2)=O)C2C(NC(CC2)=O)=O)=O)C=C1 4-(4-((4-(1,2,4-thiadiazol-3-yl)piperazin-1-yl)methyl)benzylamino)-2-(2,6-dioxopiperidin-3-yl)isoindoline-1,3-dione